CC1=CC=C(CCOC(C2=CC(=CC=C2)N2C3(OC4=C(C(NC2=O)C3)C=CC=C4OCC4=CC=CC=C4)C)=O)C=C1 4-Methylphenethyl-3-(10-(benzyloxy)-2-methyl-4-oxo-5,6-dihydro-2H-2,6-methanobenzo[g][1,3,5]oxadiazocin-3(4H)-yl)benzoat